NCCC[Si](O[Si](CCCN)(C1=CC=CC=C1)C1=CC=CC=C1)(C1=CC=CC=C1)C1=CC=CC=C1 1,3-bis(3-aminopropyl)tetraphenyl-disiloxane